C(C1=CC=CC=C1)N1CC=2C(=C(N=C(C2CC1)N1[C@H]2CNC[C@@H]1CC2)OCC2(CC2)CN2CCOCC2)C#N 6-benzyl-1-((1r,5s)-3,8-diazabicyclo[3.2.1]oct-8-yl)-3-((1-(morpholinomethyl)cyclopropyl)methoxy)-5,6,7,8-tetrahydro-2,6-naphthyridine-4-carbonitrile